2-(4-(1-(3-((4-(decyloxy)-3-fluorophenyl)sulfonyl)-6-(methylsulfinyl)quinolin-4-yl)piperidin-4-yl)piperazin-1-yl)ethan-1-ol C(CCCCCCCCC)OC1=C(C=C(C=C1)S(=O)(=O)C=1C=NC2=CC=C(C=C2C1N1CCC(CC1)N1CCN(CC1)CCO)S(=O)C)F